methyl 5-chloro-2-cyano-1-((tetrahydro-2H-pyran-4-yl)methyl)-1H-indole-3-carboxylate ClC=1C=C2C(=C(N(C2=CC1)CC1CCOCC1)C#N)C(=O)OC